(aminooxy)(diphenyl)phosphane oxide NOP(C1=CC=CC=C1)(C1=CC=CC=C1)=O